1,4-dimethyl-5-(5-(4,4,5,5-tetramethyl-1,3,2-dioxaborolan-2-yl)benzo[d]thiazol-2-yl)piperazin-2-one CN1C(CN(C(C1)C=1SC2=C(N1)C=C(C=C2)B2OC(C(O2)(C)C)(C)C)C)=O